C(CCC)(=O)OC1=C(C=C(C=C1)[N+](=O)[O-])[N+](=O)[O-] 2,4-dinitrophenol butyrate